(m-methylene)bismaleimide C(C=1C(=O)NC(C1)=O)C=1C(=O)NC(C1)=O